CC1(CN(C1)CC1(CC1)CO)C (1-((3,3-Dimethylazetidin-1-yl)methyl)cyclopropyl)methanol